N-(6-morpholinobenzo[d]thiazol-2-yl)acetamide O1CCN(CC1)C1=CC2=C(N=C(S2)NC(C)=O)C=C1